C(C)(C)(C)OC(=O)N[C@@H](CC(NC1=NC(N(C=C1)[C@@H]1O[C@@H]([C@H]([C@@H]1O)O)CO)=O)=O)C(=O)O N2-(tert-butoxycarbonyl)-N4-(1-((2R,3S,4S,5R)-3,4-dihydroxy-5-(hydroxymethyl)tetrahydrofuran-2-yl)-2-oxo-1,2-dihydropyrimidin-4-yl)-L-asparagine